2-[4-(4-Hydroxy-piperidin-1-yl)-6-(4-methyl-piperazin-1-yl)-pyrimidin-2-ylamino]-4-methyl-thiazole-5-carboxylic acid ethyl ester C(C)OC(=O)C1=C(N=C(S1)NC1=NC(=CC(=N1)N1CCC(CC1)O)N1CCN(CC1)C)C